C(C)OC(C(C)(C)C1C(C1)CO)=O 2-(2-(Hydroxymethyl)cyclopropyl)-2-methyl-propionic acid ethyl ester